ClC1=CC=C(C=C1)[C@H]1NC(CC[C@@H]1CN1CCN(CC1)C1=CC(=C(C(=O)NS(=O)(=O)C2=CC(=C(C=C2)NCC2CCOCC2)[N+](=O)[O-])C=C1)OC=1C=C2C(=NC1)NC=C2)=O 4-[4-[[(2S,3R)-2-(4-chlorophenyl)-6-oxo-3-piperidyl]methyl]piperazin-1-yl]-N-[3-nitro-4-(tetrahydropyran-4-ylmethylamino)phenyl]sulfonyl-2-(1H-pyrrolo[2,3-b]pyridin-5-yloxy)benzamide